OC1=C(C(=O)O)C(=CC=C1)OC1CN(C1)C([C@H](N)CO)=O 2-hydroxy-6-[(1-D-seryl-azetidin-3-yl)oxy]benzoic acid